2-[3-[(1-acetylpiperidin-4-yl)methyl]-8-(2-chlorophenyl)-7-(4-chlorophenyl)-2,6-dioxopurin-1-yl]propanamide C(C)(=O)N1CCC(CC1)CN1C(N(C(C=2N(C(=NC12)C1=C(C=CC=C1)Cl)C1=CC=C(C=C1)Cl)=O)C(C(=O)N)C)=O